4-[[2-[4-[4-Amino-2-(4-Fluoro-N-[2-amino-1-methyl-2-oxoethyl]anilino)thiazol-5-carbonyl]phenoxy]acetyl]amino]benzamid NC=1N=C(SC1C(=O)C1=CC=C(OCC(=O)NC2=CC=C(C(=O)N)C=C2)C=C1)N(C1=CC=C(C=C1)F)C(C(=O)N)C